3-(4'-chloro-5'-oxo-5'H-spiro[cyclohexane-1,7'-indolo[1,2-a]quinazolin]-10'-yl)prop-2-yn-1-yl methanesulfonate CS(=O)(=O)OCC#CC1=CC=C2C3(C=4N(C=5C=CC=C(C5C(N4)=O)Cl)C2=C1)CCCCC3